C(C)P(=O)(CC)C1=C(C=C(C=C1)N1C(N(C=C1)C=1N(N=C2C1[C@@H](NCC2)C)C2=CC(=C(C(=C2)C)F)C)=O)NC (S)-1-(4-(diethylphosphoryl)-3-(methylamino)phenyl)-3-(2-(4-fluoro-3,5-dimethylphenyl)-4-methyl-4,5,6,7-tetrahydro-2H-pyrazolo[4,3-c]pyridin-3-yl)-1,3-dihydro-2H-imidazol-2-one